FC1=CC=CC=2C3CC[C@@]4(C(\C(\[C@H](C4C3CCC12)CCC(=O)NC1=NC(=CC=C1)F)=C/O)=O)C 3-((13S,15S,Z)-4-fluoro-16-(hydroxymethylene)-13-methyl-17-oxo-7,8,9,11,12,13,14,15,16,17-decahydro-6H-cyclopenta[a]phenanthren-15-yl)-N-(6-fluoropyridin-2-yl)propanamide